BrC1=C(C=C(C=C1C)NC(=O)[C@@H](CC(C)C)NC(OC(C)(C)C)=O)C tert-Butyl N-[(1R)-1-[(4-bromo-3,5-dimethyl-phenyl)carbamoyl]-3-methyl-butyl]carbamate